2-ethyl-7-fluoro-3-oxo-4H-quinoxaline-6-carboxylic acid methyl ester COC(=O)C=1C=C2NC(C(=NC2=CC1F)CC)=O